6-(3,5-dichlorophenyl)isonicotinic acid methyl ester COC(C1=CC=NC(=C1)C1=CC(=CC(=C1)Cl)Cl)=O